Methyl (R)-9-((2-((tert-butoxycarbonyl)amino)propyl) amino)-3-methoxythieno[3,2-f]quinoxaline-8-carboxylate C(C)(C)(C)OC(=O)N[C@@H](CNC1=C(SC2=C1C=1N=CC(=NC1C=C2)OC)C(=O)OC)C